ClC=1OC=CN1 2-chloro-1,3-oxazole